[N+](=O)([O-])C1=CC=C(C=C1)C1C(NC(C(N1)=O)C1=CC=C(C=C1)[N+](=O)[O-])=O 3,6-bis(4-nitrophenyl)-2,5-diketopiperazine